6-(4-Chlorophenyl)-2-(1,2-oxazol-4-yl)-3-oxo-N-[(2S)-3,3,3-trifluoro-2-hydroxypropyl]-2,3-dihydropyridazine-4-carboxamide ClC1=CC=C(C=C1)C=1C=C(C(N(N1)C=1C=NOC1)=O)C(=O)NC[C@@H](C(F)(F)F)O